2-chloro-3-cyclopropyl-pyridine ClC1=NC=CC=C1C1CC1